C(=O)(O)C1=CC=C(C=C1)NC(=O)C1=C(C(=O)O)C=CC=C1 2-((4-carboxyphenyl)carbamoyl)benzoic acid